[Si](F)(F)(F)F.[Na] Sodium silicon fluoride